((2-methyl-3-oxoisoindolin-5-yl)methyl)pyrrolidine-2-carboxamide hydrochloride Cl.CN1CC2=CC=C(C=C2C1=O)CN1C(CCC1)C(=O)N